4-[5-(2-aminoethyl)pyrimidin-2-yl]-3-(6-cyclobutyloxy-2-methylpyrimidin-4-yl)oxybenzonitrile NCCC=1C=NC(=NC1)C1=C(C=C(C#N)C=C1)OC1=NC(=NC(=C1)OC1CCC1)C